6-chloro-N-(isoquinolin-4-yl)-1,2,3,4-tetrahydroisoquinoline-4-carboxamide ClC=1C=C2C(CNCC2=CC1)C(=O)NC1=CN=CC2=CC=CC=C12